N-(4-{[6-(5-chloro-2-fluoro-phenyl)-3-[(2-hydroxyethyl)-sulfanyl]pyridazin-4-yl]-amino}pyridin-2-yl)-2-methyl-2,8-diazaspiro[4.5]decane-8-carboxamide ClC=1C=CC(=C(C1)C1=CC(=C(N=N1)SCCO)NC1=CC(=NC=C1)NC(=O)N1CCC2(CCN(C2)C)CC1)F